3,3-bis(ethoxycarbonyl)-5-(3-fluorophenyl)pentanoic acid C(C)OC(=O)C(CC(=O)O)(CCC1=CC(=CC=C1)F)C(=O)OCC